((6-(difluoromethoxy)-2-(3'-(6-methoxy-5-(((S)-3-methylpyrrolidin-1-yl)methyl)pyridin-2-yl)-2,2'-dimethyl-[1,1'-biphenyl]-3-yl)benzo[d]oxazol-5-yl)methyl)-L-proline FC(OC1=CC2=C(N=C(O2)C=2C(=C(C=CC2)C2=C(C(=CC=C2)C2=NC(=C(C=C2)CN2C[C@H](CC2)C)OC)C)C)C=C1CN1[C@@H](CCC1)C(=O)O)F